8-(tert-butyl) 2-ethyl (1S,2S,5R)-3-((5-fluoropyridin-2-yl)sulfonyl)-3,8-diazabicyclo[3.2.1]octane-2,8-dicarboxylate FC=1C=CC(=NC1)S(=O)(=O)N1[C@@H]([C@@H]2CC[C@H](C1)N2C(=O)OC(C)(C)C)C(=O)OCC